C=1N=CN2C1C1=CC=CC=C1[C@H]2[C@@H]2COC1=CC(=CC=C1[C@H]2O)S(=O)(=O)C (3R,4S)-3-((R)-5H-Imidazo[5,1-a]isoindol-5-yl)-7-(methylsulfonyl)chroman-4-ol